C1=CC2=C3C(=C1)C4=CC=CC5=C4C6=C(C=C5)C=CC(=C36)C=C2 1,12-benzoperylene